3-tert-butyl-1H-1,2,4-triazol-5-amine C(C)(C)(C)C1=NNC(=N1)N